Nitrophenoxy Carbamate C(N)(OOC1=C(C=CC=C1)[N+](=O)[O-])=O